tert-butyl (8-fluoro-2'-(methylthio)-4'-(1,4-oxazepan-4-yl)-3,4,5',8'-tetrahydro-2H-spiro[naphthalene-1,7'-pyrano[4,3-d]pyrimidin]-7-yl)carbamate FC=1C(=CC=C2CCCC3(CC=4N=C(N=C(C4CO3)N3CCOCCC3)SC)C12)NC(OC(C)(C)C)=O